ClC1=C2C=NNC2=C(C(=C1)C1=CCCN(C1)C(C(C)C)=O)F 1-(5-(4-Chloro-7-fluoro-1H-indazol-6-yl)-3,6-dihydropyridin-1(2H)-yl)-2-methylpropan-1-one